Cl.Cl.Cl.O1CCN(CC1)CCC1=CC(=C(N)C=C1)N1CCCCC1 4-(2-morpholinoethyl)-2-(piperidin-1-yl)aniline tri-hydrochloride